C1=C2C3=CC=4N=C[N]C4C=C3CCC2=CC=C1 5,6-dihydro-8λ2-phenanthro[3,2-d]imidazole